methyl 1-methyl-3-(4,4,5,5-tetramethyl-1,3,2-dioxaborolan-2-yl)-4-(trifluoromethyl)-1H-pyrazole-5-carboxylate CN1N=C(C(=C1C(=O)OC)C(F)(F)F)B1OC(C(O1)(C)C)(C)C